4-((3-(1-((tert-butyldimethylsilyl)oxy)ethyl)-2,5-dihydro-1H-pyrrole-1-Yl)sulfonyl)-3-chlorobenzonitrile [Si](C)(C)(C(C)(C)C)OC(C)C=1CN(CC1)S(=O)(=O)C1=C(C=C(C#N)C=C1)Cl